OCCCCCCCCCCCCCCCC(=O)O L-16-hydroxyhexadecanoic acid